1-Methyl-N-{(1S)-1-(4-methylcyclohexyl)-2-oxo-2-[(2-oxospiro[1H-pyrrolo[3,2-c]pyridine-3,4'-oxane]-6-yl)amino]ethyl}-imidazole-2-carboxamide CN1C(=NC=C1)C(=O)N[C@H](C(NC1=CC2=C(C=N1)C1(CCOCC1)C(N2)=O)=O)C2CCC(CC2)C